1-hydroxy-4-methyl-6-(2,4,4-trimethylpentyl)pyridine-2(1H)-one ON1C(C=C(C=C1CC(CC(C)(C)C)C)C)=O